C(CCC)(=O)OCCCCCCCCCCCCCCCCCCCCCCCCCCCCCC triacontyl butyrate